CC1=C2C(=CNC2=C(C=C1)NS(=O)(=N)C1=CN=C(S1)C)C#N 4-methyl-7-[[(2-methylthiazol-5-yl)sulfonimidoyl]amino]-1H-indole-3-carbonitrile